1-(2,4-Dichloro-phenyl)-4-hydroxymethyl-5-[4-(4-nitrooxy-but-1-ynyl)-phenyl]-1H-pyrazole-3-carboxylic acid morpholin-4-ylamide N1(CCOCC1)NC(=O)C1=NN(C(=C1CO)C1=CC=C(C=C1)C#CCCO[N+](=O)[O-])C1=C(C=C(C=C1)Cl)Cl